NC1=NC(=NC=C1N)C=1C=C(C(=O)NC2=CC=C(C=C2)OCCC2=CC=CC=C2)C=CC1 3-(4,5-diaminopyrimidin-2-yl)-N-(4-phenethoxyphenyl)benzamide